[Cl-].CN1CCCC1 methylpyrrolidine chloride